ClC1=CC=C(CN2C(N3C(C4=C2C=C(C=N4)N4CCOCC4)=NC(C3CC(C)C)=O)=O)C=C1 6-(4-chlorobenzyl)-3-(2-methylpropyl)-8-(morpholin-4-yl)imidazo[1,2-c]pyrido[2,3-e]pyrimidine-2,5(3H,6H)-dione